C1(=CC=CC2=CC=CC=C12)S(=O)(=O)[O-] naphthalenesulfonic acid anion